5-(2-fluoro-6-methylphenyl)-3-(1-(piperidin-4-yl)-1H-pyrazol-4-yl)-1H-pyrazolo[4,3-c]pyridazin-6(5H)-one FC1=C(C(=CC=C1)C)N1N=C2C(=CC1=O)NN=C2C=2C=NN(C2)C2CCNCC2